FC=1C=C(C2=C(N=CS2)C1)F 5,7-difluorobenzo[d]thiazol